5-[(pyrazin-2-yl)amino]-3-{3-[(pyridin-2-yl)methoxy]-4-(2,2,2-trifluoroethanesulfonamido)phenyl}-1H-pyrazole-4-carboxamide N1=C(C=NC=C1)NC1=C(C(=NN1)C1=CC(=C(C=C1)NS(=O)(=O)CC(F)(F)F)OCC1=NC=CC=C1)C(=O)N